O1CCN(CC1)C(CC[C@H](C(N[C@@H](CCCC1=CC=CC=C1)B1OC(C(O1)(C)C)(C)C)=O)NC(OC(C)(C)C)=O)=O Tert-butyl ((R)-5-morpholino-1,5-dioxo-1-(((R)-4-phenyl-1-(4,4,5,5-tetramethyl-1,3,2-dioxaborolan-2-yl)butyl)amino)pentan-2-yl)carbamate